2-butoxymethane CC(CC)OC